dilauroyl dipropionate C(CC)(=O)OC(CCCCCCCCCCC)=O.C(CC)(=O)OC(CCCCCCCCCCC)=O